4-chlorophenyl-acetonitrile ClC1=CC=C(C=C1)CC#N